(tert-butyl)-3-(1-cyclopentyl-6-(methylsulfonamido)-1H-indazole-3-carbonyl)benzenesulfonamide C(C)(C)(C)C1=C(C=CC=C1C(=O)C1=NN(C2=CC(=CC=C12)NS(=O)(=O)C)C1CCCC1)S(=O)(=O)N